[N+]([O-])(=NN1C(CCC1)=O)N1C(CCC1)=O azoxypyrrolidone